CN1N=C(C=C1)COC=1C=C(C=2CC(CC2C1)CNCCC1CN(C(O1)=O)C1=NC2=C(OCC(N2)=O)N=C1)C#N 6-[(1-methylpyrazol-3-yl)methoxy]-2-[[2-[2-oxo-3-(3-oxo-4H-pyrazino[2,3-b][1,4]oxazin-6-yl)-1,3-oxazolidin-5-yl]ethylamino]methyl]-2,3-dihydro-1H-indene-4-carbonitrile